NC=1C=C(C=CC1)C1=NC(=NC=C1C1=CC(=C(C=C1)OC1=NC=CC(=N1)C)F)NC=1C=NN(C1)C 4-(3-aminophenyl)-5-(3-fluoro-4-((4-methylpyrimidin-2-yl)oxy)phenyl)-N-(1-methyl-1H-Pyrazol-4-yl)pyrimidin-2-amine